(4-((2-(5-(2-(Diisopropylcarbamoyl)-4-fluorophenoxy)pyrimidin-4-yl)-2,7-diazaspiro[3.5]nonan-7-yl)methyl)cyclohexyl)tert-butyl carbamate C(N)(OC(CC1CCC(CC1)CN1CCC2(CN(C2)C2=NC=NC=C2OC2=C(C=C(C=C2)F)C(N(C(C)C)C(C)C)=O)CC1)(C)C)=O